NCC(C)(O)C1=NC(=CC(=C1)C(C)(C)NC(OCC1=CC=CC=C1)=O)CC1=CC=C(C=C1)F benzyl (2-(2-(1-amino-2-hydroxypropan-2-yl)-6-(4-fluorobenzyl)pyridin-4-yl)propan-2-yl)carbamate